BrC=1C(=C(C=CC1)N1C(CCCC1=O)=O)F (3-bromo-2-fluorophenyl)piperidine-2,6-dione